C(CCC)SC(=S)SC(C(=O)O)C 2-(((butylthio)thiocarbonyl)thio)propionic acid